5-(2-methyl-1,3-oxazol-5-yl)-2-{5-[methyl(piperidin-4-yl)amino][1,3]thiazolo[5,4-d][1,3]thiazol-2-yl}pyridin-3-ol hydrochloride Cl.CC=1OC(=CN1)C=1C=C(C(=NC1)C=1SC=2N=C(SC2N1)N(C1CCNCC1)C)O